N-(1-((1s,3s)-3-ethoxycyclobutyl)-3-(pyridin-2-yl)-1H-pyrazol-4-yl)-2-(5-fluoro-1H-pyrazol-4-yl)thiazole-4-carboxamide formate C(=O)O.C(C)OC1CC(C1)N1N=C(C(=C1)NC(=O)C=1N=C(SC1)C=1C=NNC1F)C1=NC=CC=C1